N-tert-butyl-1-[5-[5-(1H-pyrazol-4-yl)pyrimidin-2-yl][1,3]thiazolo[5,4-d][1,3]thiazol-2-yl]pyrrolidin-3-amine C(C)(C)(C)NC1CN(CC1)C=1SC=2N=C(SC2N1)C1=NC=C(C=N1)C=1C=NNC1